2-(2,6-dioxopiperidin-3-yl)-5-fluoro-6-(1'-(piperidin-4-ylmethyl)-[4,4'-bipiperidin]-1-yl)isoindoline-1,3-dione (78e)-trifluoroacetate FC(C(=O)O)(F)F.O=C1NC(CCC1N1C(C2=CC(=C(C=C2C1=O)F)N1CCC(CC1)C1CCN(CC1)CC1CCNCC1)=O)=O